COC(=O)C1(CCC2(CCC3=CC=CC=C23)CC1)NC1=CC(=CC=C1)Cl 4-(3-chloroanilino)-2',3'-dihydrospiro[cyclohexane-1,1'-indene]-4-carboxylic acid methyl ester